FC1=CC=C(C2=C(C=C(C=C12)OCOC)B1OC(C(O1)(C)C)(C)C)C#C[Si](C(C)C)(C(C)C)C(C)C 2-[4-fluoro-6-(methoxymethoxy)-8-(4,4,5,5-tetramethyl-1,3,2-dioxaborolan-2-yl)-1-naphthyl]ethynyl-triisopropyl-silane